dibromo-2-butyne BrC(C#CC)Br